N(N)C(=O)C=1C=C(C(=O)O)C=C(C1)C(=O)NN 3,5-dihydrazinocarbonyl-benzoic acid